ClC=1C=CC2=C([C@@H](C[C@@H](O2)C(=O)NC23COC(CC2)(CC3)C=3OC(=NN3)[C@@H]3C[C@@H](C3)OC(F)(F)F)O)C1 (2R,4R)-6-chloro-4-hydroxy-N-(1-{5-[cis-3-(trifluoromethoxy)cyclobutyl]-1,3,4-oxadiazol-2-yl}-2-oxabicyclo[2.2.2]octan-4-yl)-3,4-dihydro-2H-1-benzopyran-2-carboxamide